1,3-dimethyl-imidazolium bromide salt [Br-].CN1C=[N+](C=C1)C